N1N=CC2=C1C(NCCO2)=O 6,7-dihydro-1H-pyrazolo[3,4-f][1,4]oxazepine-8(5H)-one